OC1=CC=C(C=C1)C(CCCCCC)C1=CC=C(C=C1)O 1,1-bis(4-hydroxyphenyl)n-heptane